(7-iodobenzofuran-2,5-diyl)dimethanol IC1=CC(=CC=2C=C(OC21)CO)CO